tert-butyldiphenylsilyl trifluoro-methanesulfonate FC(S(=O)(=O)O[Si](C1=CC=CC=C1)(C1=CC=CC=C1)C(C)(C)C)(F)F